C(C)(C)(C)OC(=O)N1C(CNCC1)C=1C=2N(C=CC1)C(=CN2)N2C(NC(CC2)=O)=O [3-(2,4-Dioxohexahydropyrimidin-1-yl)imidazo[1,2-a]Pyridin-8-yl]Piperazine-1-carboxylic acid tert-butyl ester